NC1=CC=CC(=N1)S(=O)(=O)NC(=O)C=1C(=NC(=CC1)C1=CC(=CC(=C1)OCC(C)C)F)N1C(CC(C1)C)(C)C N-[(6-Amino-2-pyridyl)sulfonyl]-6-(3-fluoro-5-isobutoxyphenyl)-2-(2,2,4-trimethylpyrrolidin-1-yl)pyridin-3-carboxamid